4,6-Difluoro-2-(4-methoxyphenyl)-1H-benzo[d]imidazole FC1=CC(=CC=2NC(=NC21)C2=CC=C(C=C2)OC)F